FC1=C(C(=CC=C1)C=1C=C2C(=NN1)NC[C@@]1(N2C[C@@H](C1)OC1=NC=C(C(=C1)C)CO)CF)O 2-fluoro-6-((6aR,8R)-6a-(fluoromethyl)-8-((5-(hydroxymethyl)-4-methylpyridin-2-yl)oxy)-5,6,6a,7,8,9-hexahydropyrrolo[1',2':4,5]pyrazino[2,3-c]pyridazin-2-yl)phenol